1-(2-Piperazin-1-ylethyl)-5-({2-[6-(2,2,2-trifluoroethyl)quinazolin-4-yl]-2,7-diazaspiro[3.5]non-7-yl}methyl)-1H-indole-2-carbonitrile N1(CCNCC1)CCN1C(=CC2=CC(=CC=C12)CN1CCC2(CN(C2)C2=NC=NC3=CC=C(C=C23)CC(F)(F)F)CC1)C#N